1-bromo-7-methoxy-1,2,3,4-tetrahydronaphthalene BrC1CCCC2=CC=C(C=C12)OC